FC(CCN1N=NC2=C1C=C(C=C2)C=2C(=CN1N=C(N=C(C12)OC)N[C@@H]1[C@@H](CN(CC1)C(C([2H])([2H])[2H])=O)F)F)F 1-((3R,4S)-4-((5-(1-(3,3-difluoropropyl)-1H-benzo[d][1,2,3]triazol-6-yl)-6-fluoro-4-methoxypyrrolo[2,1-f][1,2,4]triazin-2-yl)amino)-3-fluoropiperidin-1-yl)ethan-1-one-2,2,2-d3